1,2-Dihydro-1-methyl-5-[3-[1-[3-(trifluoromethyl)phenyl]cyclopropyl]-1,2,4-oxadiazol-5-yl]-3H-pyrazol-3-one CN1NC(C=C1C1=NC(=NO1)C1(CC1)C1=CC(=CC=C1)C(F)(F)F)=O